C(CCCCCCCCCCCCCCC)O[C@@H](COCOCC[N+](C)(C)C)COCCCCCCCCCCCCCCCC |r| rac-[2-(2,3-dicetyloxypropyl-oxymethoxy)ethyl]Trimethylammonium